p-methyl-oxyphenethyl-resorcinol COC1=C(C(=C(O)C=C1)CCC1=CC=CC=C1)O